3-methoxytetrahydrothiophene 1,1-dioxide COC1CS(CC1)(=O)=O